C(#N)C1=CC(=C(C(=O)OC)C=C1F)C1CC1 methyl 4-cyano-2-cyclopropyl-5-fluorobenzoate